ClC1=CC=C(C(=N1)C(=O)NC(CO)C1=CC=CC=C1)C 6-chloro-N-(2-hydroxyl-1-phenylethyl)-3-methyl-Pyridinamide